5-[2-(4-chlorophenylamino)vinyl]-4-methoxycarbonyl-3-(2-chloro-6-fluorophenyl)isoxazole diethyl-4-(4-(4-formylphenoxy)butoxy)-2,3-dihydropyridine-2,6-dicarboxylate C(C)OC(=O)C1N=C(C=C(C1)OCCCCOC1=CC=C(C=C1)C=O)C(=O)OCC.ClC1=CC=C(C=C1)NC=CC1=C(C(=NO1)C1=C(C=CC=C1F)Cl)C(=O)OC